COC=1C=C(C=CC1)N1N=C(C(C1=O)C(=O)NC1=CC(=CC=C1)C=1OC=CN1)C 1-(3-methoxyphenyl)-3-methyl-N-(3-(oxazol-2-yl)phenyl)-5-oxo-4,5-dihydro-1H-pyrazole-4-carboxamide